2-amino-5-((2-chloropyridin-4-yl)oxy)nicotinonitrile NC1=C(C#N)C=C(C=N1)OC1=CC(=NC=C1)Cl